BrC1=CC(=C(C=C1)OC)F 4-bromo-2-fluoro-1-methoxybenzene